(S)-8-((3S,5R)-4-acryloyl-3,5-dimethylpiperazin-1-yl)-3-(4-fluorophenoxy)-11-(4-fluorophenyl)-10-(trifluoromethyl)-3,4-dihydro-2H,6H-[1,4]thiazepino[2,3,4-ij]quinazolin-6-one C(C=C)(=O)N1[C@H](CN(C[C@H]1C)C1=NC(N2C3=C(C(=C(C=C13)C(F)(F)F)C1=CC=C(C=C1)F)SC[C@H](C2)OC2=CC=C(C=C2)F)=O)C